ClC=1C(=NC(=NC1)NC1=CC=C(C=C1)C1CCNCC1)NC1=C(C#N)C(=CC=C1)OCC1=C(C=CC=C1)F 2-((5-chloro-2-((4-(piperidin-4-yl)phenyl)amino)pyrimidin-4-yl)amino)-6-((2-fluorobenzyl)oxy)benzonitrile